[C@]12(C(=O)CC(CC1)C2(C)C)CS(=O)(=O)O.FC2(C[C@H](CNC2)N2C(CCCC2)=O)F (3'R)-5',5'-Difluoro[1,3'-bipiperidin]-2-one, (1S)-(+)-10-camphorsulfonic acid salt